C1(=C(C(=C(C(=C1[2H])[2H])C1=NC(=NC(=N1)C1=CC=C(C=C1)Br)C1=C(C(=C(C(=C1[2H])[2H])[2H])[2H])[2H])[2H])[2H])C1=C(C(=C(C(=C1[2H])[2H])[2H])[2H])[2H] 2-[(2H9)[1,1'-biphenyl]-4-yl]-4-(4-bromophenyl)-6-(2H5)phenyl-1,3,5-triazine